5-Formylvanillin C(=O)C=1C(=C(C=C(C=O)C1)OC)O